FC1=C(C=C(C=C1)[N+](=O)[O-])CN(C)C (2-fluoro-5-nitrophenyl)-N,N-dimethylmethylamine